CS(=O)(=O)NC1=C(C=CC(=C1)C(F)(F)F)B(O)O (2-(methylsulfonamido)-4-(trifluoromethyl)phenyl)boronic acid